CC1=NC2=C(N1CCCC(=O)O)C=CC=C2C2=CC=C(C=C2)C=2CCCCC2 4-(2-methyl-4-(2',3',4',5'-tetrahydro-[1,1'-biphenyl]-4-yl)-1H-benzo[d]imidazol-1-yl)butanoic acid